C(C1=CC=CC=C1)NC1=CC=2CC3=CC=C(C=C3C2C=C1)N(C1=CC=C(C=C1)C)C 2-benzylamino-6-(N-methyl-p-toluidinyl)fluorene